N-methyl-N-methoxypropyl-pyridinium C[N+]1(CC=CC=C1)CCCOC